C(C)[Sn]CC diethyl-tin